tert-Butyl 4-(3-methyl-2-oxo-1,3-benzoxazol-6-yl)piperazine-1-carboxylate CN1C(OC2=C1C=CC(=C2)N2CCN(CC2)C(=O)OC(C)(C)C)=O